tert-butyl-2-(2,6-difluoro-4-(trifluoromethyl)phenyl)-3-oxopiperidine C(C)(C)(C)N1C(C(CCC1)=O)C1=C(C=C(C=C1F)C(F)(F)F)F